CCCCCCC/C=C\CCCCCCCC=O 9Z-heptadecenal